(5-bromopyridin-2-yl)-6-((6-methoxypyridin-3-yl)methyl)-3,6-diazabicyclo[3.1.1]heptane BrC=1C=CC(=NC1)C12CNCC(N1CC=1C=NC(=CC1)OC)C2